CC1=C(C=CC(=C1)COC)C1=C(C=C(C=C1)COC)C 2,2'-dimethyl-4,4'-bis(methoxymethyl)biphenyl